OC1CCN(CC1)C1=C(C=C(C=C1)NC=1N=CC2=C(N1)CN(CC2)C2=C(C1=C(OCCN1)N=C2)C)CC#N (2-(4-hydroxypiperidin-1-yl)-5-((7-(8-methyl-2,3-dihydro-1H-pyrido[2,3-b][1,4]oxazin-7-yl)-5,6,7,8-tetrahydropyrido[3,4-d]pyrimidin-2-yl)amino)phenyl)acetonitrile